C1=CC=C2C(=C1)C(=CN2)CC(C(=O)O)O 3-indolyllactic acid